[N+](=O)([O-])C1=CC=C(OC(=O)OCCCOCC(=O)OC(C)(C)C)C=C1 tert-Butyl 2-(3-{[(4-nitrophenoxy)carbonyl]oxy}propoxy)acetate